FC=1C(=C(C=NC1)NC(C(C)(C)C)=O)I N-(5-fluoro-4-iodopyridin-3-yl)-2,2-dimethylpropionamide